tert-butyl N-[1-[[7-[(3-fluoro-2-pyridyl)oxy]-4-methyl-2-oxo-chromen-3-yl]methyl]-2-oxo-3-pyridyl]carbamate FC=1C(=NC=CC1)OC1=CC=C2C(=C(C(OC2=C1)=O)CN1C(C(=CC=C1)NC(OC(C)(C)C)=O)=O)C